N1=C(C=NC=C1)CS(=O)(=O)[O-] pyrazin-2-ylmethylsulfonate